1-((2-hexyl octyl) oxy)-1-oxaundecan-6-yl 1H-1,2,4-triazole-1-carboxylate N1(N=CN=C1)C(=O)OC(CCCCOOCC(CCCCCC)CCCCCC)CCCCC